sodium (2-(2-methoxyethoxy) ethyl) monofluorophosphate P(=O)(OCCOCCOC)([O-])F.[Na+]